2-iodo-N-(naphthalen-2-ylmethyl)benzamide IC1=C(C(=O)NCC2=CC3=CC=CC=C3C=C2)C=CC=C1